ClC1=NC=2N(C=C1)N=CC2N 5-chloropyrazolo[1,5-a]pyrimidin-3-amine